3-((2S,4S)-1-(1-hydroxy-1,3-dihydrobenzo[c][1,2]oxaborole-6-carbonyl)-4-(1-hydroxy-1,3-dihydrobenzo[c][1,2]oxaborole-6-carboxamido)pyrrolidine-2-carboxamido)propanoic acid OB1OCC2=C1C=C(C=C2)C(=O)N2[C@@H](C[C@@H](C2)NC(=O)C=2C=CC1=C(B(OC1)O)C2)C(=O)NCCC(=O)O